FC1=C(C=C(C=C1)NC(=O)C1=C(N(C(=C1C)C(C(NC1CCN(CC1)C1CCSCC1)=O)=O)C)C)C N-(4-fluoro-3-methylphenyl)-1,2,4-trimethyl-5-(2-oxo-2-((1-(tetrahydro-2H-thiopyran-4-yl)piperidin-4-yl)amino)acetyl)-1H-pyrrole-3-carboxamide